The molecule is a 2-hydroxy-3-(2-methoxyphenoxy)propyl carbamate that has R configuration. Both (R)- and (S)-methocarbamol have muscle relaxant properties, with the (R)-enantiomer being more active than the (S)-enantiomer. It has a role as a muscle relaxant. It is an enantiomer of a (S)-methocarbamol. COC1=CC=CC=C1OC[C@H](COC(=O)N)O